COCCS(=O)(=O)N1CC(C2=CC=C(C=C12)N1C(N(C(C1=O)(C)C)CC1=CC(=NC=C1)NC1CCOCC1)=O)(C)C 3-(1-((2-methoxyethyl)sulfonyl)-3,3-dimethylindolin-6-yl)-5,5-dimethyl-1-((2-((tetrahydro-2H-pyran-4-yl)amino)pyridin-4-yl)methyl)imidazolidine-2,4-dione